ClC1=NC(=NC(=C1OC1=C(C=CC=C1)OC)Cl)CC1=CC=C(C=C1)C 4,6-Dichloro-5-(2-methoxyphenoxy)-2-(4-methylbenzyl)pyrimidine